(4R,6R,7R)-4-[N'-(2-methanesulfonamidoethyl)-N-(propan-2-yl)hydrazinecarbonyl]-6-methyl-6,11-diazatetracyclo[7.6.1.02,7.012,16]hexadeca-1(16),2,9,12,14-pentaen-6-ium CS(=O)(=O)NCCNN(C(=O)[C@@H]1C=C2C=3C=CC=C4NC=C(C[C@H]2[NH+](C1)C)C34)C(C)C